2-(2-methyl-1H-pyrrol-3-yl)ethanethiol CC=1NC=CC1CCS